6-[(tert-butyloxycarbonyl)amino]hexanoic acid C(C)(C)(C)OC(=O)NCCCCCC(=O)O